BrC=1C(=NC(=NC1OC)NS(=O)(=O)C1=CNC2=CC(=CC=C12)Cl)C(F)F N-[5-bromo-4-(difluoromethyl)-6-methoxy-pyrimidin-2-yl]-6-chloro-1H-indole-3-sulfonamide